N[C@@H]1[C@H](CCCC1)C1=C(C2=CC=CC3=CC=CC1=C23)C(=O)Cl (1R,2S)-2-aminocyclohexyl-acenaphthylene-2-carbonyl chloride